FC1(CNCC(C1O)(C)C)F 3,3-difluoro-5,5-dimethylpiperidin-4-ol